C[NH+](CC(COC(CCCCCCC\C=C/CCCCCCCC)=O)OC(CCCCCCC\C=C/CCCCCCCC)=O)C N,N-di-methyl-2,3-bis(oleoyloxy)propan-1-aminium